4-((2-acetamidoethyl)amino)-N-(3'-(5-(((R)-3-hydroxypyrrolidin-1-yl)methyl)picolinamido)-2,2'-dimethyl-[1,1'-biphenyl]-3-yl)-4,5,6,7-tetrahydropyrazolo[1,5-a]pyridine-2-carboxamide C(C)(=O)NCCNC1C=2N(CCC1)N=C(C2)C(=O)NC=2C(=C(C=CC2)C2=C(C(=CC=C2)NC(C2=NC=C(C=C2)CN2C[C@@H](CC2)O)=O)C)C